C(C1=CC=CC=C1)N1CC2=C(N=C(N=C2NC=2N=CN(C2)C2=CC(=C(C(=C2)OC)OC)OC)N2[C@@H](CCC2)CO)CC1 (S)-(1-(6-benzyl-4-((1-(3,4,5-trimethoxyphenyl)-1H-imidazol-4-yl)amino)-5,6,7,8-tetrahydropyrido[4,3-D]pyrimidin-2-yl)pyrrolidin-2-yl)methanol